6-(trifluoromethyl)-N-(4-(trifluoromethyl)phenyl)-1H-benzo[d]imidazol-2-amine FC(C=1C=CC2=C(NC(=N2)NC2=CC=C(C=C2)C(F)(F)F)C1)(F)F